O=C1NC(CCC1N1C(N(C2=C1C=CC(=C2)CCC2CCN(CC2)CC2=CC=C(C=C2)NC(OC(C)(C)C)=O)C)=O)=O tert-butyl N-[4-[[4-[2-[1-(2,6-dioxo-3-piperidyl)-3-methyl-2-oxo-benzimidazol-5-yl]ethyl]-1-piperidyl]methyl]phenyl]carbamate